N-(5-fluoro-4-(8-fluoro-4-isopropyl-3,4-dihydro-2H-benzo[b][1,4]oxazin-6-yl)pyrimidin-2-yl)-5-(1,2,3,6-tetrahydropyridin-4-yl)benzo[d]thiazol FC=1C(=NC(=NC1)N1CSC2=C1C=C(C=C2)C=2CCNCC2)C2=CC1=C(OCCN1C(C)C)C(=C2)F